NC12CCC(CC1)(CC2)O 4-Aminobicyclo[2.2.2]octan-1-ol